N(=[N+]=[N-])CC(=O)NCCCC[C@H](NC(=O)OC(C)(C)C)C(=O)O N6-(2-azidoacetyl)-N2-(tert-butoxycarbonyl)-L-lysine